ClC1=NC=C(N=C1)C(C)(C)OCC1=CC=C(C=C1)OC 2-chloro-5-(2-((4-methoxybenzyl)oxy)propan-2-yl)pyrazine